NC1=C(C=C(C=C1F)C(=O)C1=CC=C2C(=CC=CN12)Br)F (4-amino-3,5-difluorophenyl)(8-bromoindolizin-3-yl)methanone